6-(4-(3-cyanophenoxy)piperidin-1-yl)-2-fluoronicotinic acid C(#N)C=1C=C(OC2CCN(CC2)C2=NC(=C(C(=O)O)C=C2)F)C=CC1